COC=1C=C(CNC(=O)C2=CN=C(S2)N2CCC(CC2)N2C[C@@H](CCC2)C)C=CC1 N-(3-methoxybenzyl)-2-[(3R)-3-methyl[1,4'-bipiperidin]-1'-yl]-1,3-thiazole-5-carboxamide